4-fluoro-N-(4-(6-methylbenzo[d]thiazol-2-yl)phenyl)benzenesulfonamide FC1=CC=C(C=C1)S(=O)(=O)NC1=CC=C(C=C1)C=1SC2=C(N1)C=CC(=C2)C